isopentyl (3R,6S)-3-benzyl-6-(4-hydroxybenzyl)-8-((S)-3-(4-hydroxyphenyl)-1-(isopentylamino)-1-oxopropan-2-yl)-4,7-dioxohexahydropyrazino[2,1-c][1,2,4]oxadiazine-1(6H)-carboxylate C(C1=CC=CC=C1)[C@@H]1C(N2C(N(O1)C(=O)OCCC(C)C)CN(C([C@@H]2CC2=CC=C(C=C2)O)=O)[C@H](C(=O)NCCC(C)C)CC2=CC=C(C=C2)O)=O